3-(5-isobutyl-3-{2-[(2-methyl-1H-imidazol-1-yl)methyl]-5-pyrimidinyl}-2-thienylsulfonyl)-1-(2-methoxyethyl)urea C(C(C)C)C1=CC(=C(S1)S(=O)(=O)NC(NCCOC)=O)C=1C=NC(=NC1)CN1C(=NC=C1)C